[Si](C)(C)(C(C)(C)C)OCCOC(C)C1=C(C=NN1C)B1OC(C(O1)(C)C)(C)C 5-(1-(2-((tert-butyldimethylsilyl)oxy)ethoxy)ethyl)-1-methyl-4-(4,4,5,5-tetramethyl-1,3,2-dioxaborolan-2-yl)-1H-pyrazole